diethyl-6-chloropyridin-2,3-dicarboxylic acid C(C)C=1C(=C(C(=NC1Cl)C(=O)O)C(=O)O)CC